ClC=1C=C2C=CN=C(C2=CN1)NC 6-chloro-1-(methylamino)-2,7-naphthyridin